ClC1=CC(=C(C=C1)C1COC2=CC=CC(=C2C1(F)F)C1CCN(CC1)CC1=NC2=C(N1C[C@H]1OCC1)C=C(C=C2)C(=O)O)F 2-((4-(3-(4-chloro-2-fluorophenyl)-4,4-difluorochroman-5-yl)piperidin-1-yl)methyl)-1-(((S)-oxetan-2-yl)methyl)-1H-benzo[d]imidazole-6-carboxylic acid